methyl 3,4-dihydro-2H-benzo[b][1,4]thiazine-6-carboxylate S1C2=C(NCC1)C=C(C=C2)C(=O)OC